S1(CCCCCO1)=O thiacaprolactone